ClC1=CC=C2C(=C1)NC(C21N(C(C=2N=C(N(C21)C(C)C)C2=C(C=C(C=C2)C2CC2)OC)=O)C2=CC(=CC=C2)Cl)=O 6-chloro-5'-(3-chlorophenyl)-2'-(4-cyclopropyl-2-methoxyphenyl)-3'-isopropyl-3'H-spiro[indoline-3,4'-pyrrolo[3,4-d]imidazole]-2,6'(5'H)-dione